CN(CCCCCCCCCCCCCCCCCC)O N-methyl-N-octadecylhydroxyl-amine